O[C@H](CO)C1=CC=CC(=N1)C1=CC=C(OC=2C=CC(=C(C#N)C2)C(F)(F)F)C=C1 (S)-5-(4-(6-(1,2-Dihydroxyethyl)pyridin-2-yl)phenoxy)-2-(trifluoromethyl)benzonitril